COC1=CC=C(C=C1)C1=NOC(=N1)N1CCC(CC1)C(=O)NCC1CN(CC1)C[C@H]1CNCCC1 1-(3-(4-methoxyphenyl)-1,2,4-oxadiazol-5-yl)-N-((1-(((R)-piperidin-3-yl)methyl)pyrrolidin-3-yl)methyl)piperidine-4-carboxamide